C(=O)(OC(C)(C)C)C(CCCCCCCCCN)N 1-BOC-1,10-diaminodecane